C(C)OC1=C(C=O)C(=CC=C1)C(=O)N1[C@@H](CCC1)COC1=C(C(=CC=C1)O)C=O 2-ethoxy-6-[(2S)-2-[(2-formyl-3-hydroxyphenoxy)methyl]pyrrolidine-1-carbonyl]benzaldehyde